N-ethyl-N-(2-methylbutyl)amine C(C)NCC(CC)C